C(C)(C)(C)C1=C(C(=CC=C1C)O)C(C)(C)C di-tertbutyl-p-cresol